N-(3,5-dichloropyridin-4-yl)-4-(difluoromethoxy)-3-((7-(4-(2-(2,6-dioxopiperidin-3-yl)-6-fluoro-1-oxoisoindolin-5-yl)piperidin-1-yl)heptyl)oxy)benzamide ClC=1C=NC=C(C1NC(C1=CC(=C(C=C1)OC(F)F)OCCCCCCCN1CCC(CC1)C=1C=C2CN(C(C2=CC1F)=O)C1C(NC(CC1)=O)=O)=O)Cl